FC(OCCN)(F)F 2-(trifluoromethoxy)ethan-1-amine